BrC1=CC=CC=2COC3=CC=CC=C3C21 10-bromo-6H-benzo[c]chromene